CN1N=CC(=C1C(=O)OC)C1=NC=C(C=C1)NS(=O)(=O)C methyl 1-methyl-4-(5-(methylsulfonamido)pyridin-2-yl)-1H-pyrazole-5-carboxylate